[Na+].NCCCC(=O)[O-] 4-aminobutyric acid sodium salt